(E)-3-(4-(3-(4-methoxyphenyl)-3-oxoprop-1-en-1-yl)phenoxy)-2,3-dihydrothiazolo[3,2-a]pyridin-4-ium chloride [Cl-].COC1=CC=C(C=C1)C(/C=C/C1=CC=C(OC2CSC3=[N+]2C=CC=C3)C=C1)=O